N-(3-(7-methyl-2-((6-morpholinylpyridin-3-yl)amino)quinazolin-8-yl)phenyl)acrylamide CC1=CC=C2C=NC(=NC2=C1C=1C=C(C=CC1)NC(C=C)=O)NC=1C=NC(=CC1)N1CCOCC1